2-oxo-1'-(2-{[2-oxo-1-(propan-2-yl)-2,3-dihydro-1H-indol-5-yl]oxy}ethyl)-1,2-dihydrospiro[indole-3,4'-piperidine]-5-carbonitrile O=C1NC2=CC=C(C=C2C12CCN(CC2)CCOC=2C=C1CC(N(C1=CC2)C(C)C)=O)C#N